C1CC(=O)[C@H]2C[C@@]34C(=O)N5[C@H]6[C@H](CCC(=O)[C@H]6C[C@]5(C(=O)N3[C@H]2[C@H]1O)SS4)O The molecule is an organic disulfide isolated from the whole broth of the marine-derived fungus Exserohilum rostratum and has been shown to exhibit antineoplastic activity. It has a role as a metabolite and an antineoplastic agent. It is a bridged compound, a lactam, an organic disulfide, an organic heterohexacyclic compound, a secondary alcohol, a cyclic ketone and a diol.